[(3R,9aS)-3-(2,4-dichlorophenyl)-3-hydroxy-1,4,6,7,9,9a-hexahydropyrazino[2,1-c][1,4]oxazin-8-yl]-(2-chloro-3-methoxy-phenyl)methanone ClC1=C(C=CC(=C1)Cl)[C@@]1(CN2[C@H](CO1)CN(CC2)C(=O)C2=C(C(=CC=C2)OC)Cl)O